4-(triphenylmethoxy)butyraldehyde C1(=CC=CC=C1)C(OCCCC=O)(C1=CC=CC=C1)C1=CC=CC=C1